N7-[4-(3,3,3-trifluoropropyl)indan-2-yl]pyrazolo[1,5-a]pyrimidine-3,7-dicarboxamide FC(CCC1=C2CC(CC2=CC=C1)NC(=O)C1=CC=NC=2N1N=CC2C(=O)N)(F)F